6-((5-Chloro-3-(2,2-difluoroethoxy)pyridin-2-yl)methoxy)-1-methyl-N-(4-methyl-1,1-dioxidotetrahydro-2H-thiopyran-4-yl)-1H-imidazo[4,5-c]pyridine-2-carboxamide ClC=1C=C(C(=NC1)COC1=CC2=C(C=N1)N=C(N2C)C(=O)NC2(CCS(CC2)(=O)=O)C)OCC(F)F